BrC=1C2(C3=CC(=CC=C3C1)F)CCC1(CC2)OCCCO1 2''-bromo-6''-fluorodispiro[[1,3]dioxan-2,1'-cyclohexane-4',1''-indene]